2-(((6-(3-methyl-4-((6-(2,2,2-trifluoroethoxy)pyrazin-2-yl)amino)isoxazol-5-yl)pyridin-3-yl)oxy)methyl)cyclohexane-1-carboxylic acid CC1=NOC(=C1NC1=NC(=CN=C1)OCC(F)(F)F)C1=CC=C(C=N1)OCC1C(CCCC1)C(=O)O